P(=O)(OC1[C@@H](O)[C@@H](O)[C@H](O)[C@H](O1)CO)([O-])[O-] mannosyl phosphate